4-amino-N-(4-((4-amino-2-butyl-1H-imidazo[4,5-c]quinolin-1-yl)methyl)phenyl)butanamide NCCCC(=O)NC1=CC=C(C=C1)CN1C(=NC=2C(=NC=3C=CC=CC3C21)N)CCCC